3-benzoyl-3-hydroxy-2-benzeneOxyisoindolin-1-one C(C1=CC=CC=C1)(=O)C1(N(C(C2=CC=CC=C12)=O)OC1=CC=CC=C1)O